N-((5-chloro-6-((3-methylisoxazol-5-yl)methoxy)-1H-indol-2-yl)methyl)-2-(1-hydroxycyclopropyl)acetamide ClC=1C=C2C=C(NC2=CC1OCC1=CC(=NO1)C)CNC(CC1(CC1)O)=O